2-chloro-1-(4-((4-fluorophenyl)sulfonyl)piperazin-1-yl)ethan-1-one ClCC(=O)N1CCN(CC1)S(=O)(=O)C1=CC=C(C=C1)F